Ethoxyethoxyethyl-acrylat C(C)OCCOCCOC(C=C)=O